C(C=C)(=O)N1[C@H](CN(C[C@H]1C)C1=NC(N2C3=C(C(=C(C=C13)C(F)(F)F)C=1C=CC=C3C=NN(C13)C)SCC1(C2)COC1)=O)C (R)-8'-((3S,5R)-4-acryloyl-3,5-dimethylpiperazin-1-yl)-11'-(1-methyl-1H-indazol-7-yl)-10'-(trifluoromethyl)-2'H,4'H,6'H-spiro[oxetane-3,3'-[1,4]thiazepino[2,3,4-ij]quinazolin]-6'-one